(E)-1-(4-(4-(benzo[d]oxazol-2-yl-thioxo)butoxy)phenyl)-3-(3-bromophenyl)-2-propen-1-one O1C(=NC2=C1C=CC=C2)S=CCCCOC2=CC=C(C=C2)C(\C=C\C2=CC(=CC=C2)Br)=O